N-[(1r,3r)-3-(cyanoamino)cyclobutyl]-1,2-oxazole-5-carboxamide C(#N)NC1CC(C1)NC(=O)C1=CC=NO1